C1(CC1)C=1C(=C2C(=NC1C)CCC2)NC(=O)N=S(=O)(N)C=2SC(=CN2)C(C)(C)O N'-((3-cyclopropyl-2-methyl-6,7-dihydro-5H-cyclopenta[b]pyridin-4-yl)carbamoyl)-5-(2-hydroxypropan-2-yl)thiazole-2-sulfonimidamide